2-(3-Formyl-5-(2,2,2-trifluoroethoxy)phenyl)acetonitrile C(=O)C=1C=C(C=C(C1)OCC(F)(F)F)CC#N